C(C=C)(=O)N1[C@H](CN(CC1)C=1C2=C(N=C(N1)OCC13CCCN3CCC1)N=C(C=C2)C2=CN=CC=1CCCCC21)CC#N (S)-2-(1-acryloyl-4-(2-(((tetrahydro-1H-pyrrolizin-7a(5H)-yl)methoxy))-7-(5,6,7,8-tetrahydroisoquinolin-4-yl)pyridino[2,3-d]pyrimidin-4-yl)piperazin-2-yl)acetonitrile